C(#N)CCN1N=NC2=C1C=C(C=C2)C#CC2=C1C=C(N=CC1=C(N=C2)NC)NC(=O)C2CC2 N-(5-((1-(2-cyanoethyl)-1H-benzo[d][1,2,3]triazol-6-yl)ethynyl)-8-(methylamino)-2,7-naphthyridin-3-yl)cyclopropanecarboxamide